[I-].N[N+]1=CC=NC=C1 aminopyrazinium iodide